CS(=O)(=O)[C@@]1(CC2=CC[C@H]3[C@@H]4CC[C@H]([C@@H](CCCC(C)C)C)[C@]4(CC[C@@H]3[C@]2(CC1)C)C)O 3β-methanesulfonyl-cholesterol